C1(CCC1)NS(=O)(=O)C[C@H](CC(=O)N1CC(CCC1)(F)F)NC(OCC1C2=CC=CC=C2C=2C=CC=CC12)=O (S)-(9H-fluoren-9-yl)methyl (1-(N-cyclobutylsulfamoyl)-4-(3,3-difluoropiperidin-1-yl)-4-oxobutan-2-yl)carbamate